(Sa)-6-(4-Fluoro-1-((7-methoxynaphthalin-2-yl)methyl)-1H-indol-7-carboxamido)spiro-[3.3]heptan FC1=C2C=CN(C2=C(C=C1)C(=O)NC1CC2(CCC2)C1)CC1=CC2=CC(=CC=C2C=C1)OC